ClC1=CC=CC(=N1)C1=NC(=NC(=N1)N([C@@H](C(F)(F)F)C)C(C)C)N (R)-6-(6-chloropyridin-2-yl)-N2-isopropyl-N2-(1,1,1-trifluoropropan-2-yl)-1,3,5-triazine-2,4-diamine